methyl 4-amino-2-chloro-5-(4,4,5,5-tetramethyl-1,3,2-dioxaborolan-2-yl)benzoate NC1=CC(=C(C(=O)OC)C=C1B1OC(C(O1)(C)C)(C)C)Cl